C(C1=CC=CC=C1)N1C[C@H](N(C[C@@H]1COCCOCCOCCOCC1=CC=CC=C1)C(=O)OC(C)(C)C)C tert-butyl (2R,5R)-4-benzyl-2-methyl-5-(12-phenyl-2,5,8,11-tetraoxadodecan-1-yl)piperazine-1-carboxylate